O=C1NC(CCC1N1C(C2=C3C(C=CC=C13)=C(C=C2)CNC([O-])=O)=O)=O [[1-(2,6-dioxo-3-piperidyl)-2-oxo-benzo[cd]indol-5-yl]methyl]carbamate